ClC=1N=CC(=NC1)NC(C(C1CC(CC1)(F)F)C1=CC=C(C=C1)C#N)=O N-(5-Chloropyrazin-2-yl)-2-(4-cyanophenyl)-2-(3,3-difluorocyclopentyl)acetamide